ClC=1C=CC(=C(C1)C1=CC(=CN=N1)NC1=CC=NC2=CC(=CC=C12)OCCN1CCN(CC1)CC)F N-[6-(5-chloro-2-fluorophenyl)pyridazin-4-yl]-7-[2-(4-ethylpiperazin-1-yl)ethoxy]quinolin-4-amine